4,7-methanoinden-6-yl propanoate C(CC)(=O)OC=1C=C2C=3C=CCC3C1C2